3-((3R,4R)-4-methyl-3-[methyl-(7H-pyrrolo[2,3-d]pyrimidin-4-yl)-amino]-piperidine-1-yl)-3-oxo-propionitrile C[C@H]1[C@H](CN(CC1)C(CC#N)=O)N(C=1C2=C(N=CN1)NC=C2)C